5-bromo-n-pentane BrCCCCC